(2S)-4-(3,4-dichlorophenyl)-2-(9H-fluoren-9-ylmethoxycarbonylamino)butanoic acid ClC=1C=C(C=CC1Cl)CC[C@@H](C(=O)O)NC(=O)OCC1C2=CC=CC=C2C=2C=CC=CC12